5-[2,3-difluoro-4-[3-methyl-1-[2-oxo-2-(1H-pyrazol-4-ylamino)ethyl]pyrazol-4-yl]phenyl]-1-methyl-imidazole-2-carboxamide FC1=C(C=CC(=C1F)C=1C(=NN(C1)CC(NC=1C=NNC1)=O)C)C1=CN=C(N1C)C(=O)N